COC1=CC=C(C=C1)C1=C(C(NC(N1)=S)=O)C#N 6-(4-methoxyphenyl)-4-oxo-2-thioxo-1,2,3,4-tetrahydropyrimidine-5-carbonitrile